γ-amino-propyltriethoxysilane NCCC[Si](OCC)(OCC)OCC